n-nonadecanol C(CCCCCCCCCCCCCCCCCC)O